dimethyl (2S,4S)-2-tert-butyloxycarbonylamino-4-methyl-glutarate C(C)(C)(C)OC(=O)N[C@H](C(=O)OC)C[C@@H](C(=O)OC)C